Triethanolamine monocaproate C(CCCCC)(=O)O.N(CCO)(CCO)CCO